CC=1C=C(C=CC1C)C1=CC(=C(C=C1)C)C 3,4,3',4'-tetramethylbiphenyl